COC1=CC=C(C=N1)C1COC2=C(O1)C=CC(=C2)CC2=CN=C1N2N=CC(=C1)C#CC(C)(N)C 4-(3-((2-(6-methoxypyridin-3-yl)-2,3-dihydrobenzo[b][1,4]dioxin-6-yl)methyl)imidazo[1,2-b]pyridazin-7-yl)-2-methylbut-3-yn-2-amine